C(C)N1C2=NC(=NC(=C2N=C1C1=CC=NC=C1)C1=CC=NC=C1)C1=CC(=CC=C1)N1N=CC=C1 9-ethyl-2-(3-pyrazol-1-ylphenyl)-6,8-bis(4-pyridinyl)purine